N-methylbenzenamine CNC1=CC=CC=C1